5-[8-[(1S,2S)-2-(3,4-difluorophenyl)cyclopropyl]-3-fluoro-imidazo[1,2-b]pyridazin-6-yl]-1H-pyrimidine-2,4-dione FC=1C=C(C=CC1F)[C@@H]1[C@H](C1)C=1C=2N(N=C(C1)C=1C(NC(NC1)=O)=O)C(=CN2)F